(2RS)-2-[6-[2-(2-Chloro-4-pyridyl)ethynyl]-1-oxo-isoindolin-2-yl]-2-(5-fluoro-2-hydroxyphenyl)-N-thiazol-2-yl-acetamid ClC1=NC=CC(=C1)C#CC1=CC=C2CN(C(C2=C1)=O)[C@@H](C(=O)NC=1SC=CN1)C1=C(C=CC(=C1)F)O |r|